CCCCCC/C=C/CCCCCCCCCC(=O)[O-] The molecule is a vaccenate(1-) having a trans- double bond. It has a role as a human metabolite. It is a vaccenate(1-) and an octadecenoate. It is a conjugate base of a trans-vaccenic acid.